C(CCCCCCCCCC(C)C)OC(C(C)C1=CC(=C(C(=C1)C(C)(C)C)O)C(C)(C)C)=O 3,5-di-tert-butyl-4-hydroxyphenylpropionic acid isotridecyl ester